C(C)(=O)OC[C@@H]1O[C@H]([C@@H]([C@H]1CC(=O)[O-])CC(=O)[O-])N1N=CC=2C1=NC(=NC2NOC)Cl (2R,3R,4R,5R)-2-(acetoxymethyl)-5-(6-chloro-4-(methoxyamino)-1H-pyrazolo[3,4-d]pyrimidin-1-yl)tetrahydrofuran-3,4-diyldiacetate